N1C=CC2=CC=C(C=C12)C1=NN2C(C(=NC=C2)NC2=CC=C(C=C2)N2C3CN(C(C2)C3)C3COC3)=N1 (1H-indol-6-yl)-N-(4-(5-(oxetan-3-yl)-2,5-diazabicyclo[2.2.1]heptan-2-yl)phenyl)-[1,2,4]triazolo[1,5-a]pyrazin-8-amine